ClC1=NC=2N(C(=C1C1=C(C=C(C=C1F)OC1CC3(C1)CC(C3)NC)F)NCC(F)(F)F)N=CN2 5-Chloro-6-(2,6-difluoro-4-((6-(methylamino)spiro[3.3]hept-2-yl)oxy)phenyl)-N-(2,2,2-trifluoroethyl)-[1,2,4]triazolo[1,5-a]pyrimidin-7-amine